COC1=CC=C2C(NC=NC2=C1OC)=O 7,8-Dimethoxyquinazolin-4(3H)-one